C(#N)C=1C=C(C(=C2C(=C(NC12)C)C)C=1C[C@H](CCC1)N(C(OC(C)(C)C)=O)C)F tert-butyl (S)-(3-(7-cyano-5-fluoro-2,3-dimethyl-1H-indol-4-yl)cyclohex-3-en-1-yl)(methyl)carbamate